3-ethyl-N-[(1S)-2-[[5-(5-ethyl-3-methyl-1H-pyrazol-4-yl)-6-fluoro-2-pyridyl]amino]-1-(4-methylcyclohexyl)-2-oxo-ethyl]isoxazole-4-carboxamide C(C)C1=NOC=C1C(=O)N[C@H](C(=O)NC1=NC(=C(C=C1)C=1C(=NNC1CC)C)F)C1CCC(CC1)C